C(CCCCCCCCCCCCCCCCC)OCC(CN(C)C)OCCCCCCCCCCCCCCCCCC 1,2-distearyloxy-3-dimethylaminopropane